CS(=O)(=O)C=1C=CC=CC1 3-(methylsulfonyl)benzene